C(C(=O)O)(=O)O.C1=CC=CC=2NC3=C(CCC21)C=CC=C3 10,11-dihydro-5H-dibenzo[b,f]azepine oxalate